[Fe-3](C#N)(C#N)(C#N)(C#N)(C#N)C#N.N(=O)[Na] nitrososodium ferricyanide